CN1C=NC=2C=NC=C(C21)C2=CC=C(C#N)C=C2 4-(1-Methyl-1H-imidazo[4,5-c]pyridin-7-yl)benzonitrile